P(=O)(OCC(F)F)(OCC)OCC difluoroethyl diethyl phosphate